COC(=O)C1CC2(CN(C2)C2CCC3=CC(=CC=C23)OCC2=C(C=CC=C2Cl)Cl)C1 2-(5-((2,6-dichlorobenzyl)oxy)-2,3-dihydro-1H-inden-1-yl)-2-azaspiro-[3.3]heptane-6-carboxylic acid methyl ester